CN(S(=O)(=O)C1=CC=C(C2=NON=C21)N=C=S)C 4-(N,N-Dimethylaminosulfonyl)-7-isothiocyanato-2,1,3-benzoxadiazole